ClC=1C2=C(N=C(N1)C1CCNC(C1)S(=O)C)C=NC=N2 chloro-6-methylsulfinyl-4-piperidylpyrimido[5,4-D]pyrimidine